tert-butyl N-tert-butoxycarbonyl-N-[4-[[5-(4-cyclopropyl-2-fluoro-phenoxy)-4-methyl-3-pyridyl]methyl]-3-fluoro-2-pyridyl]carbamate C(C)(C)(C)OC(=O)N(C(OC(C)(C)C)=O)C1=NC=CC(=C1F)CC=1C=NC=C(C1C)OC1=C(C=C(C=C1)C1CC1)F